7-(4-chlorobenzyl)-1-(3-hydroxypropyl)-3-methyl-8-(4-(trifluoromethyl)cyclohex-1-en-1-yl)-3,7-dihydro-1H-purine-2,6-dione ClC1=CC=C(CN2C(=NC=3N(C(N(C(C23)=O)CCCO)=O)C)C2=CCC(CC2)C(F)(F)F)C=C1